C(C)(=O)C1=NC=C(C(=C1)N1C(C(=C(C=C1C)OCC1=NC=C(C=C1C1CC1)F)Cl)=O)C 2'-acetyl-3-chloro-4-((3-cyclopropyl-5-fluoropyridin-2-yl)methoxy)-5',6-dimethyl-2H-[1,4'-bipyridin]-2-one